C(C)(C)(C)OC(=O)N[C@@H](C(C(=O)OC)CC1C(CCCC1)CCNC(=O)OC(C)(C)C)C Methyl (3R)-3-((tert-butoxycarbonyl)amino)-2-((2-(2-((tert-butoxycarbonyl)amino)ethyl)cyclohexyl)methyl)butanoate